ClC=1C=CC(=C(C1)N(S(=O)(=O)C)CC(=O)NC1=C(C=CC=C1)SC1=CC=CC=C1)OC 2-(N-(5-chloro-2-methoxyphenyl)methylsulfonamido)-N-(2-(phenylthio)phenyl)acetamide